(5-(3,3-dimethylbut-1-yn-1-yl)-3,4-dihydroquinolin-1(2H)-yl)-7-fluoro-[1,2,4]triazolo[4,3-a]quinazolin-8-amine CC(C#CC1=C2CCCN(C2=CC=C1)C1=NN=C2N1C1=CC(=C(C=C1C=N2)F)N)(C)C